ClC1=NC=CC(=C1)C1(CCCC1)O (2-chloropyridin-4-yl)cyclopentanol